1-methyl-4-(6-methyl-3',6'-dihydro[3,4'-bipyridine]-1'(2'H)-yl)-2-oxo-1,2-dihydroquinoline-3-carbonitrile CN1C(C(=C(C2=CC=CC=C12)N1CCC(=CC1)C=1C=NC(=CC1)C)C#N)=O